3-(1-methyl-7-(2-(4-((3-(5-methyl-1,2,4-oxadiazol-3-yl)phenyl)sulfonyl)-piperazin-1-yl)-2-oxoethoxy)-1H-indazol-3-yl)piperidine-2,6-dione germanium antimony-tellurium [Te].[Sb].[Ge].CN1N=C(C2=CC=CC(=C12)OCC(=O)N1CCN(CC1)S(=O)(=O)C1=CC(=CC=C1)C1=NOC(=N1)C)C1C(NC(CC1)=O)=O